Tert-butyl 4-(5-methoxy-3-methyl-2-oxo-2,3-dihydro-1H-benzo[d]imidazol-4-yl)piperidine-1-carboxylate COC1=C(C2=C(NC(N2C)=O)C=C1)C1CCN(CC1)C(=O)OC(C)(C)C